4-{[6-(5-chloro-2-fluorophenyl)-2H,3H,4H-pyrido[3,2-b][1,4]-oxazin-8-yl]amino}-N-methyl-pyridine-3-carboxamide ClC=1C=CC(=C(C1)C=1C=C(C=2OCCNC2N1)NC1=C(C=NC=C1)C(=O)NC)F